1,2,4,5-tetrahydroxylbenzene OC1=C(C=C(C(=C1)O)O)O